SC(CC(=O)OCCOCCOC(CC(C)(C)S)=O)(C)C diethylene glycol bis(3-mercapto-3-methyl butyrate)